P(=O)(O)(O)OC1CC(NC(C1)(C)C)(C)C 4-phosphonooxy-2,2,6,6-tetramethylpiperidine